(1R,5S)-1-(5-fluoro-2-methoxyphenyl)-2-azabicyclo[3.1.0]Hexane FC=1C=CC(=C(C1)[C@@]12NCC[C@H]2C1)OC